3-(6-((R)-4-((2-azaspiro[3.5]nonan-7-yl)methyl)-3-methylpiperazin-1-yl)-1-methyl-1H-indazol-3-yl)piperidine-2,6-dione C1NCC12CCC(CC2)CN2[C@@H](CN(CC2)C2=CC=C1C(=NN(C1=C2)C)C2C(NC(CC2)=O)=O)C